3-(4-(4-(4-Chloro-3-fluorophenyl)piperidin-1-yl)-3-fluorophenyl)-1-(4-methoxybenzyl)piperidine-2,6-dione ClC1=C(C=C(C=C1)C1CCN(CC1)C1=C(C=C(C=C1)C1C(N(C(CC1)=O)CC1=CC=C(C=C1)OC)=O)F)F